(2R,4R)-4-((6-chloropyrazin-2-yl)methyl)-2-methylpiperidine-4-carboxylic acid methyl ester COC(=O)[C@]1(C[C@H](NCC1)C)CC1=NC(=CN=C1)Cl